tert-butyl 2-(2-((4-oxo-2-thioxo-2,3,4,5-tetrahydro-1H-pyrrolo[3,2-d]pyrimidin-1-yl)methyl)phenyl)piperidine-1-carboxylate O=C1C2=C(N(C(N1)=S)CC1=C(C=CC=C1)C1N(CCCC1)C(=O)OC(C)(C)C)C=CN2